(±)-cis-methyl-4-((6-(5-((((cyclobutylmethyl)(methyl)carbamoyl)oxy)methyl)-1-methyl-1H-1,2,3-triazol-4-yl)-2-methylpyridin-3-yl)oxy)tetrahydro-2H-pyran-2-carboxylic Acid C[C@]1(OCC[C@@H](C1)OC=1C(=NC(=CC1)C=1N=NN(C1COC(N(C)CC1CCC1)=O)C)C)C(=O)O |r|